monosodium ditosylate S(=O)(=O)([O-])C1=CC=C(C)C=C1.S(=O)(=O)(O)C1=CC=C(C)C=C1.[Na+]